CC1(OB(OC1(C)C)C1=CC=C(C=C1)C=1CCN(CC1)C(=O)OC(C)(C)C)C tert-butyl 4-(4-(4,4,5,5-tetramethyl-1,3,2-dioxaborolan-2-yl)-phenyl)-3,6-dihydropyridine-1(2H)-carboxylate